1,1'-Isopropylidenbis(2-Chlorophenol) C(C)(C)(C1(C(C=CC=C1)Cl)O)C1(C(C=CC=C1)Cl)O